N-((6-(methoxy-d3)-2,2-dimethyl-2,3-dihydrobenzofuran-7-yl)sulfonyl)-5-(pyridin-2-yl)quinoline-2-carboxamide C(OC1=C(C2=C(CC(O2)(C)C)C=C1)S(=O)(=O)NC(=O)C1=NC2=CC=CC(=C2C=C1)C1=NC=CC=C1)([2H])([2H])[2H]